C(C)C(COCC(CCCC)CC)CCCC di(2-ethylhexyl) ether